C(C)(=O)O[C@H]1COC2=C1C=C(C=C2)Cl (R)-3-acetoxy-5-chloro-2,3-dihydrobenzofuran